1-n-butyl-3-phenyl-3,4-dihydro-1H-benzopyrano[4,3-d]pyrimidine C(CCC)N1CN(CC2=C1C1=C(OC2)C=CC=C1)C1=CC=CC=C1